N-(5-cyclopropyl-2-morpholinothiazolo[4,5-b]Pyridin-6-yl)oxazole-4-carboxamide C1(CC1)C1=C(C=C2C(=N1)N=C(S2)N2CCOCC2)NC(=O)C=2N=COC2